5-((1S)-1-(7-chloro-9-(methoxymethyl)-1,1-dioxido-3,4-dihydro-2H-benzo[b][1,4,5]oxathiazepin-2-yl)-2-(6-fluoro-2,3-dimethylphenyl)propyl)-1,3,4-oxadiazol-2(3H)-one ClC=1C=C(C2=C(OCCN(S2(=O)=O)[C@@H](C(C)C2=C(C(=CC=C2F)C)C)C2=NNC(O2)=O)C1)COC